(Z)-3-(1-((6,7-Dihydro-4H-pyrazolo[5,1-c][1,4]oxazin-2-yl)amino)ethylidene)-5-(5-fluoro-2-methylphenyl)-1H-pyrrolo[2,3-c]pyridin-2(3H)-one N1=C(C=C2COCCN21)N\C(\C)=C\2/C(NC1=CN=C(C=C12)C1=C(C=CC(=C1)F)C)=O